1-chloro-2-(2-ethoxyethoxy)ethane ClCCOCCOCC